C(C)(C)(C)C1=NNC=N1 3-tert-butyl-1H-1,2,4-triazole